5-fluoro-N4-(1H-indazol-5-yl)-N6,N6-dimethylpyrimidine-4,6-diamine FC=1C(=NC=NC1N(C)C)NC=1C=C2C=NNC2=CC1